S-[[1-[(4-methoxyphenyl)methyl]-2-oxo-4-pyridyl]] N,N-dimethylcarbamothioate CN(C(SC1=CC(N(C=C1)CC1=CC=C(C=C1)OC)=O)=O)C